2-({2-[4-(2-hydroxy-2-methylpropoxy)pyridin-2-yl]-5H,6H,7H-cyclopenta[d]pyrimidin-4-yl}(methyl)amino)-N-[(3R)-oxolan-3-yl]acetamide OC(COC1=CC(=NC=C1)C=1N=C(C2=C(N1)CCC2)N(CC(=O)N[C@H]2COCC2)C)(C)C